1-((2-propylpentanoyl)oxy)ethyl-4-(2-((2,4-dimethylphenyl)thio)phenyl)piperazine-1-carboxylic acid C(CC)C(C(=O)OC(C)C1N(CCN(C1)C1=C(C=CC=C1)SC1=C(C=C(C=C1)C)C)C(=O)O)CCC